FC1=NC(=C2NC=NC2=N1)N 2-fluoropurin-6-amine